5-chloro-N2-(2-cyclopropoxy-5-methyl-4-((4-methylpiperazin-1-yl)methyl)phenyl)-N4-(3-(isopropoxysulfonyl)-1-methyl-1H-pyrazol-4-yl)pyrimidin-2,4-diamine ClC=1C(=NC(=NC1)NC1=C(C=C(C(=C1)C)CN1CCN(CC1)C)OC1CC1)NC=1C(=NN(C1)C)S(=O)(=O)OC(C)C